FC=1C=CC(=C(C(=O)OC)C1)OCCC[C@@H](C)N1C(=NN=C1)C1=NC(=CC=C1)NC=O |r| rac-Methyl 5-fluoro-2-((4-(3-(6-formamidopyridin-2-yl)-4H-1,2,4-triazol-4-yl)pentyl)oxy)benzoate